α-ethyl-1,3-dioxane C(C)C1OCCCO1